COC(=O)[C@H]1N(C(CC1)CCC)C(C1=CC=CC=C1)=O (2S)-1-benzoyl-5-propylpyrrolidine-2-carboxylic acid methyl ester